COC(=O)C1=CC(=C(C2=CN(N=C12)COCC[Si](C)(C)C)OC)C(C)=O 5-acetyl-4-methoxy-2-((2-(trimethylsilyl)ethoxy)methyl)-2H-indazole-7-carboxylic acid methyl ester